N1=CN=C2N1C=C(C=N2)C#CC=2C=C(C(=O)NC1=CC(=CC(=C1)C(F)(F)F)N1C=NC(=C1)C)C=CC2C 3-(2-([1,2,4]triazolo[1,5-a]pyrimidin-6-yl)ethynyl)-4-methyl-N-(3-(4-methyl-1H-imidazol-1-yl)-5-(trifluoromethyl)phenyl)benzamide